CC1(OC2=C(C1)C=C(C(=C2)N2CCN(CC2)CC2CCOCC2)NC(=O)C=2C=NN1C2N=CC=C1)C N-(2,2-dimethyl-6-(4-((tetrahydro-2H-pyran-4-yl)methyl)piperazin-1-yl)-2,3-dihydrobenzofuran-5-yl)pyrazolo[1,5-a]pyrimidine-3-carboxamide